C(C)N([C@@H](C)C(=O)[O-])P(=O)(OC1=CC=CC=C1)OC1=C(C(=C(C(=C1F)F)F)F)F ETHYL((PERFLUOROPHENOXY)-(PHENOXY)-PHOSPHORYL)-L-ALANINATE